3-(4-hydroxyphenyl)-4-(2-methylindolin-1-yl)-1H-pyrrole-2,5-dione OC1=CC=C(C=C1)C=1C(NC(C1N1C(CC2=CC=CC=C12)C)=O)=O